7-(3-chlorophenyl)-N,N-diethyl-4-(2-methylpiperazin-1-yl)-7H-pyrrolo[2,3-d]pyrimidin-5-amine ClC=1C=C(C=CC1)N1C=C(C2=C1N=CN=C2N2C(CNCC2)C)N(CC)CC